C(C)C(=CCC/C(=C/CC=1C(=C(C(=O)O)C(=CC1O)CCCCC)O)/C)CC (E)-3-(7-ethyl-3-methylnona-2,6-dien-1-yl)-2,4-dihydroxy-6-pentylbenzoic acid